8-Methoxy-3-(6-(phenylthio)benzo[d]thiazol-2-yl)-2-thioxo-2,3-dihydro-4H-pyrido[2,3-e][1,3]oxazin-4-one COC1=CC=NC=2C(N(C(OC21)=S)C=2SC1=C(N2)C=CC(=C1)SC1=CC=CC=C1)=O